2-(2,6-diethylphenyl)-3-(7-fluoro-1H-indol-4-yl)-5-[3-fluoro-5-(trifluoromethyl)-2-pyridinyl]-6,7-dihydro-4H-pyrazolo[4,3-c]pyridine C(C)C1=C(C(=CC=C1)CC)N1N=C2C(CN(CC2)C2=NC=C(C=C2F)C(F)(F)F)=C1C1=C2C=CNC2=C(C=C1)F